tert-butyl (1S,4S,5S)-6-benzyl-4-cyano-2,6-diazabicyclo[3.2.0]heptane-2-carboxylate C(C1=CC=CC=C1)N1[C@H]2[C@H](CN([C@H]2C1)C(=O)OC(C)(C)C)C#N